NC1(CCCCC1)N trans-(trans)-diaminocyclohexane